CN(CCOC=1C=CC(=C(C(=O)N[C@H](C)C2=CC(=CC(=C2)C2=NN(C=C2)C)C=2C=NN(C2)CCOC)C1)C)C (R)-5-(2-(dimethylamino)ethoxy)-N-(1-(3-(1-(2-methoxyethyl)-1H-pyrazol-4-yl)-5-(1-methyl-1H-pyrazol-3-yl)phenyl)ethyl)-2-methylbenzamide